6-(benzyloxy)-7-methoxy-2-methyl-N-(1-(3-nitro-5-(trifluoromethyl)phenyl)ethyl)quinazolin-4-amine C(C1=CC=CC=C1)OC=1C=C2C(=NC(=NC2=CC1OC)C)NC(C)C1=CC(=CC(=C1)C(F)(F)F)[N+](=O)[O-]